FC=1C=C(C=NC1O)C=1N=C2N(C(C1)=O)C=C(C=C2)N2CCNCC2 2-(5-fluoro-6-hydroxypyridin-3-yl)-7-(piperazin-1-yl)-4H-pyrido[1,2-a]pyrimidin-4-one